COC1=NC2=CC=CC=C2C=C1CC1=CC=C(C=C1)C1CC(CO1)O 5-(4-((2-methoxyquinolin-3-yl)methyl)phenyl)tetrahydrofuran-3-ol